CC=1C=C(C(=NC1)C(=O)N1[C@@H]2[C@@H](C[C@H](C1)C2)OC2=NC=C(C=C2)C(F)(F)F)N2N=CC=N2 (5-methyl-3-(2H-1,2,3-triazol-2-yl)pyridin-2-yl)((1S,4R,6R)-6-((5-(trifluoromethyl)pyridin-2-yl)oxy)-2-azabicyclo[2.2.1]heptan-2-yl)methanone